FC1=CC=C2C[C@H]([C@@H](C2=C1)NC(=O)C=1C(N(N=CC1)C=1C=NN(C1)C)=O)O N-(trans-6-fluoro-2,3-dihydro-inden-2-ol-1-yl)-2-(1-methyl-1H-pyrazol-4-yl)-3-oxo-2,3-dihydropyridazine-4-carboxamide